8-(3-Methyl-1H-pyrazolo[4,3-d]pyrimidin-5-yl)-5-oxa-8-azaspiro[3.5]nonane CC1=NNC2=C1N=C(N=C2)N2CCOC1(CCC1)C2